Isopropyl ((S)-(((R)-1-(4-amino-2-(ethoxymethyl)-1H-imidazo[4,5-c]quinolin-1-yl) propan-2-yl) oxy) (phenoxy) phosphoryl)-D-alaninate NC1=NC=2C=CC=CC2C2=C1N=C(N2C[C@@H](C)O[P@](=O)(OC2=CC=CC=C2)N[C@H](C)C(=O)OC(C)C)COCC